N-(2-fluoro-2-methylpropyl)-5-(2-((3,3,3-trifluoropropyl)amino)-7H-pyrrolo[2,3-d]pyrimidin-5-yl)pyrazolo[1,5-a]pyridine-3-carboxamide FC(CNC(=O)C=1C=NN2C1C=C(C=C2)C2=CNC=1N=C(N=CC12)NCCC(F)(F)F)(C)C